7-[1-(2,6-dioxo-3-piperidyl)-3-methyl-2-oxo-benzimidazol-5-yl]heptanoic acid O=C1NC(CCC1N1C(N(C2=C1C=CC(=C2)CCCCCCC(=O)O)C)=O)=O